ClC1=C(C(=CC=C1)OC)S(=O)(C)=NCC=1N=C2N(C=CC(=C2)C2=NOC(=N2)C(F)(F)Cl)C1 (2-chloro-6-methoxyphenyl)(((7-(5-(chlorodifluoromethyl)-1,2,4-oxadiazol-3-yl)imidazo[1,2-a]pyridin-2-yl)methyl)imino)(methyl)-λ6-sulfanone